1-[3-[5-(2,2-difluoroethoxy)pyrimidin-2-yl]pyrazin-2-yl]ethanone FC(COC=1C=NC(=NC1)C=1C(=NC=CN1)C(C)=O)F